C(C)(C)(C)OC(NCCOCCOCCN1C(C=CC1=O)=O)=O N-(2-{2-[2-(2,5-dioxo-2,5-dihydro-1H-pyrrol-1-yl)ethoxy]Ethoxy}ethyl)carbamic acid tert-butyl ester